1-(7-(3-(4-(trifluoromethyl)phenyl)-1H-pyrazolo[4,3-b]pyridin-1-yl)-2-azaspiro[4.4]nonan-2-yl)prop-2-en-1-one FC(C1=CC=C(C=C1)C1=NN(C=2C1=NC=CC2)C2CC1(CCN(C1)C(C=C)=O)CC2)(F)F